Tetrahydroisothiazolodiazepine N1SCC2C1=CC=CNN2